tert-butyl 4-(4-bromo-2,5-difluorophenyl)piperazine-1-carboxylate BrC1=CC(=C(C=C1F)N1CCN(CC1)C(=O)OC(C)(C)C)F